(3R,4R)-3-(cyclopentylmethyl)-4-(4-(4-(dimethoxymethyl)piperidin-1-yl)phenyl)isochroman-7-ol C1(CCCC1)C[C@H]1OCC2=CC(=CC=C2[C@H]1C1=CC=C(C=C1)N1CCC(CC1)C(OC)OC)O